C(CCCC)OC1=CC=C(C(=O)NC=2C=C3C(=CNC3=CC2)C2CC3CCCCN3CC2)C=C1 5-(4-pentyloxybenzoyl)amino-3-(octahydro-2H-quinolizin-2-yl)-1H-indole